C(#N)C=1C=CC(=C(C(=O)OC2=C(C(=C(C(=C2F)F)F)F)F)C1)O perfluorophenyl 5-cyano-2-hydroxybenzoate